C1[C@H]([C@@H]1N)C2=CC=CC=C2 The molecule is a 2-phenylcyclopropan-1-amine that is the (1R,2S)-enantiomer of tranylcypromine. It is a conjugate base of a (1R,2S)-tranylcypromine(1+). It is an enantiomer of a (1S,2R)-tranylcypromine.